C(C1=CC=CC=C1)(C1=CC=CC=C1)N1C[C@@H]1C1COC1 (2S,3S)-1-benzhydryl-3-(oxetan-3-yl)aziridine